5-chloro-3-((diethylamino)methyl)-7-nitroquinolin-8-ol ClC1=C2C=C(C=NC2=C(C(=C1)[N+](=O)[O-])O)CN(CC)CC